methyl 2-(2-bromo-6-hydroxypyridin-4-yl)acetate BrC1=NC(=CC(=C1)CC(=O)OC)O